C(C1=CC=CC=C1)OC1=C(C(=C(C=O)C=C1)OCOC)C 4-benzyloxy-2-(methoxymethyloxy)-3-methylbenzaldehyde